CC1=NC(=C(C(=C1)NC1=C(C=C(C=C1)I)F)C)O Methyl-4-(2-fluoro-4-iodoanilino)-6-hydroxy-5-methylpyridine